3-((5-(4-(aminomethyl)-4-methylpiperidin-1-yl)pyrazin-2-yl)thio)-2-chloro-N-((2-fluorophenyl)sulfonyl)benzamide NCC1(CCN(CC1)C=1N=CC(=NC1)SC=1C(=C(C(=O)NS(=O)(=O)C2=C(C=CC=C2)F)C=CC1)Cl)C